1-(phenyl)ethanone tert-butyl-(tert-butoxycarbonyl)((trans-3-(3-cyclopropyl-4-(1H-pyrazolo[3,4-b]pyridin-1-yl)-1H-pyrazol-1-yl)cyclobutyl)methyl)carbamate C(C)(C)(C)C([C@@H]1C[C@H](C1)N1N=C(C(=C1)N1N=CC=2C1=NC=CC2)C2CC2)N(C(O)=O)C(=O)OC(C)(C)C.C2(=CC=CC=C2)C(C)=O